ClC=1C(=C(C=2CCCCCC2C1)C(=O)OC)OC methyl 10-chloro-9-methoxybicyclo[5.4.0]undeca-1(7),8,10-triene-8-carboxylate